ClC=1C(=C2C=NNC2=CC1C)C=1C(=NN(C1C)C1CC2(CN(C2)C(C=C)=O)C1)C1=CC2=CN(N=C2C=C1)CCOC 1-(6-(4-(5-Chloro-6-methyl-1H-indazol-4-yl)-3-(2-(2-methoxyethyl)-2H-indazol-5-yl)-5-methyl-1H-pyrazol-1-yl)-2-azaspiro[3.3]heptan-2-yl)prop-2-en-1-on